(R,E)-2-(1,2-dimethylpyrrolidin-2-yl)ethene-1-sulfonamide CN1[C@@](CCC1)(C)/C=C/S(=O)(=O)N